C1=CC=C2C1=CC1=CC3=CC=CC=C3C1=C2 cyclopenta[b]fluorene